OC1=C(C=O)C=CC(=C1)OCC1=CC=C(C=C1)B1OC(C(O1)(C)C)(C)C 2-Hydroxy-4-((4-(4,4,5,5-tetramethyl-1,3,2-dioxaborolan-2-yl)benzyl)oxy)benzaldehyde